C(#N)C=1C=C(C=CC1)N1N=C(C=C1C(=O)NC1=CC(=CC=C1)C(CCC1CC1)N1CCCC1)C(F)(F)F 1-(3-cyanophenyl)-N-(3-(3-cyclopropyl-1-(pyrrolidin-1-yl)propyl)phenyl)-3-(trifluoromethyl)-1H-pyrazole-5-carboxamide